N-(3-((S)-1-((2-ethyl-2H-pyrazolo[3,4-b]pyrazin-6-yl)amino)ethyl)phenyl)-4-(((R)-3-fluoropyrrolidin-1-yl)methyl)-3-methylbenzamide C(C)N1N=C2N=C(C=NC2=C1)N[C@@H](C)C=1C=C(C=CC1)NC(C1=CC(=C(C=C1)CN1C[C@@H](CC1)F)C)=O